1,2-dimethyl-3-(3-hydroxypropyl)imidazolium CN1C(=[N+](C=C1)CCCO)C